FC=1C=C(C=C(C1)F)C=1C(=CC=CC1N1CC(C1)OC1=CC=C(C=C1)CO)C(=O)O 3',5'-difluoro-6-(3-(4-(hydroxymethyl)phenoxy)azetidin-1-yl)-[1,1'-biphenyl]-2-formic acid